4-((2S)-2-carbamoyl-5-(4-(trifluoromethyl)phenyl)piperidin-1-yl)benzoic acid C(N)(=O)[C@H]1N(CC(CC1)C1=CC=C(C=C1)C(F)(F)F)C1=CC=C(C(=O)O)C=C1